2-Butoxyethylmethacrylat C(CCC)OCCOC(C(=C)C)=O